C(C=C)(=O)N1CCN(CC1)C=1C(=NC=NC1)C1=CC(=C(CNC(=O)C=2N=NN(C2)C(C)(C)C)C=C1)C N-(4-(5-(4-propenoylpiperazin-1-yl)pyrimidin-4-yl)-2-methylbenzyl)-1-(tert-butyl)-1H-1,2,3-triazole-4-carboxamide